COC[C@]1(CN(CCOC1)C(=O)OCC1=CC=CC=C1)C benzyl (6R)-6-(methoxymethyl)-6-methyl-1,4-oxazepane-4-carboxylate